3-Chloro-N-(3-fluorophenyl)propenamide ClC=CC(=O)NC1=CC(=CC=C1)F